3-butenylmethylcyclotrisilazane C(=CCC)N1[SiH2]N([SiH2]N[SiH2]1)C